5-(4-methylquinazolin-2-yl)pyrimidine CC1=NC(=NC2=CC=CC=C12)C=1C=NC=NC1